ClC1=CC=C(CN2C(C3=CC=CC=C3C2)=O)C=C1 2-(4-Chlorobenzyl)isoindol-1-one